OC1=C(C=C(C=C1)C)C=1NC2=C(N1)C=CC=C2 2-(2-hydroxy-5-methylphenyl)benzimidazole